methyl-(2-amino-4-bromo-3-fluorophenyl)-L-proline C[C@@]1(N(CCC1)C1=C(C(=C(C=C1)Br)F)N)C(=O)O